N1C=CC2=CC=CC(=C12)N 1H-indol-7-amine